4-amino-N-(pyridin-2-yl)benzenesulfonamide methyl-(R)-2-(difluoromethyl)-4-(5-fluoro-4-((R)-1-fluoroethyl)pyridin-3-yl)-5-oxo-1,4,5,7-tetrahydrofuro[3,4-b]pyridine-3-carboxylate COC(=O)C=1[C@@H](C2=C(NC1C(F)F)COC2=O)C=2C=NC=C(C2[C@@H](C)F)F.NC2=CC=C(C=C2)S(=O)(=O)NC2=NC=CC=C2